L-Leucinol N[C@@H](CC(C)C)CO